(E)-4-(8-amino-3-(4-(4-methoxybut-2-enoyl)morpholin-3-yl)imidazo[1,5-a]pyrazin-1-yl)-N-(pyridin-2-yl)benzamide NC=1C=2N(C=CN1)C(=NC2C2=CC=C(C(=O)NC1=NC=CC=C1)C=C2)C2N(CCOC2)C(\C=C\COC)=O